BrC=1C=C(C=CC1F)NC(=O)NC=1C=C2N=C(C=NC2=CC1)C1=CN(C=C1)C 1-(3-Bromo-4-fluorophenyl)-3-(3-(1-methyl-1H-pyrrol-3-yl)quinoxalin-6-yl)urea